N1N=C(C=2CCCCC12)C(=O)NN 4,5,6,7-Tetrahydro-1H-indazole-3-carbohydrazide